3-Bromo-6-methyl-1H-pyrazolo[4,3-b]pyridine BrC1=NNC=2C1=NC=C(C2)C